CN(C(/C=C/C1=CC2=C(NC(C(CC2)NC(OC(C)(C)C)=O)=O)N=C1)=O)CC=1OC2=C(C1C)C(=CC=C2)CNC=2C=NC=CC2 tert-Butyl (E)-(3-(3-(methyl((3-methyl-4-((pyridin-3-ylamino)methyl)benzofuran-2-yl)methyl)amino)-3-oxoprop-1-en-1-yl)-8-oxo-6,7,8,9-tetrahydro-5H-pyrido[2,3-b]azepin-7-yl)carbamate